(3S,4S)-4-fluoro-3-(2-fluoro-4-((2-isopropoxyethyl)amino)-5-nitrobenzamido)piperidine-1-carboxylic acid tert-butyl ester C(C)(C)(C)OC(=O)N1C[C@@H]([C@H](CC1)F)NC(C1=C(C=C(C(=C1)[N+](=O)[O-])NCCOC(C)C)F)=O